N-(2-ethylbutyl)-3-((2S)-2-hydroxy-3-(8-(naphthalen-2-ylsulfonyl)-1-oxa-8-azaspiro[4.5]dec-3-ylamino)propoxy)benzenesulfonamide C(C)C(CNS(=O)(=O)C1=CC(=CC=C1)OC[C@H](CNC1COC2(C1)CCN(CC2)S(=O)(=O)C2=CC1=CC=CC=C1C=C2)O)CC